2,2-dimethyl-1-(4-(4-(4-(4,4,5,5-tetramethyl-1,3,2-dioxaborolan-2-yl)phenyl)piperazin-1-yl)phenyl)propan-1-ol CC(C(O)C1=CC=C(C=C1)N1CCN(CC1)C1=CC=C(C=C1)B1OC(C(O1)(C)C)(C)C)(C)C